NC=1N=C(C2=C(N1)C=NN2CC2=C(C=C(C=C2)C2CN(CCN2)C(CCN(C)C)=O)OC)N[C@H](CCO)CCC 1-(3-{4-[(5-amino-7-{[(3S)-1-hydroxyhex-3-yl]amino}-1H-pyrazolo[4,3-d]pyrimidin-1-yl)methyl]-3-methoxyphenyl}piperazin-1-yl)-3-(dimethylamino)propan-1-one